3-aminobicyclo[1.1.1]pentane-1-carboxylic acid methyl ester hydrochloride Cl.COC(=O)C12CC(C1)(C2)N